octadec-9,12,15-trien CCCCCCCCC=CCC=CCC=CCC